OC1=C(C=C(C=C1)CC=CC(=O)O)NC 4-(4-hydroxy-3-methylaminophenyl)-but-2-enoic acid